FC=1C=C(C=2C(CCCC2C1CCC)=O)NC(C)=O N-(3-fluoro-8-oxo-4-propyl-5,6,7,8-tetrahydronaphthalen-1-yl)acetamide